FC=1C=2N(C=C(C1)C1=NC(=C(C(=N1)C)C(=O)O[Na])C)C=C(N2)C [2-(8-fluoro-2-methyl-imidazo[1,2-a]pyridin-6-yl)-4,6-dimethyl-pyrimidine-5-carbonyl]oxysodium